C(C1=CC=CC=C1)(=O)O[C@@H]1CC[C@@]2([C@H]3CC[C@@]4([C@H](CC[C@H]4[C@@H]3CCC2=C1)C(C)=O)C)C (3R,8S,9S,10R,13S,14S,17S)-17-acetyl-10,13-dimethyl-2,3,6,7,8,9,10,11,12,13,14,15,16,17-tetradecahydro-1H-cyclopenta[a]phenanthren-3-yl benzoate